BrC=1C=CC=C2C(CC(OC12)C1=C(C=C(C=C1)Cl)F)=O 8-bromo-2-(4-Chloro-2-fluorophenyl)chroman-4-one